2-(3-(3-(1-(2-Chloro-4-fluorophenyl)cyclopropyl)-1,2,4-oxadiazol-5-yl)-5-(difluoromethyl)-1H-pyrazol-1-yl)-N-(oxetan-3-yl)acetamide ClC1=C(C=CC(=C1)F)C1(CC1)C1=NOC(=N1)C1=NN(C(=C1)C(F)F)CC(=O)NC1COC1